IC=1C=C(C=CC1)CC(=O)O 2-(3-iodophenyl)acetic acid